C(CCCCCCCCC(=O)OC1=CC=C(C=C1)CO)(=O)OC(COC(CCCCCCCCCCCCCCC)=O)COC(CCCCCCCCCCCCCCC)=O 1-(1,3-Bis(palmitoyloxy)propan-2-yl) 10-(4-(hydroxymethyl)phenyl) decanedioate